BrC=1C=C2C(=CN(C2=CC1)C=1C(=NC(=CC1)OCC1=CC=CC=C1)OCC1=CC=CC=C1)C 5-bromo-1-(2,6-dibenzyloxy-3-pyridyl)-3-methyl-indole